CC1=NC(=NC(=C1)C)N1CCC2(C[C@H](CO2)NC[C@@H](COC=2C=C(C=CC2)S(=O)(=O)NC)O)CC1 3-((S)-3-((R)-8-(4,6-dimethylpyrimidin-2-yl)-1-oxa-8-azaspiro[4.5]decan-3-ylamino)-2-hydroxypropoxy)-N-methylbenzenesulfonamide